S-2-(3-aminopropylamino)ethyl dihydrogen phosphorothioate P(SCCNCCCN)(O)(O)=O